4-Propyl-1,3-benzenediol C(CC)C1=C(C=C(C=C1)O)O